BrC=1C=NN(C1)C(C(C)(O)C)(C)C 3-(4-bromo-1H-pyrazol-1-yl)-2,3-dimethylbutan-2-ol